di(perfluorodecanoyl) peroxide FC(C(=O)OOC(C(C(C(C(C(C(C(C(C(F)(F)F)(F)F)(F)F)(F)F)(F)F)(F)F)(F)F)(F)F)(F)F)=O)(C(C(C(C(C(C(C(C(F)(F)F)(F)F)(F)F)(F)F)(F)F)(F)F)(F)F)(F)F)F